N-(6-methoxy-5-((E)-2-(trans-4-(trifluoromethyl)-cyclohexyl)vinyl)pyridin-3-yl)acrylamide COC1=C(C=C(C=N1)NC(C=C)=O)\C=C\[C@@H]1CC[C@H](CC1)C(F)(F)F